6-ethylpyridinium bromide [Br-].C(C)C1=CC=CC=[NH+]1